FC(C1=CN=CC(=N1)NC(O[C@@H]1[C@@H]2[C@@]([C@H](OC1)CO[Si](C1=CC=CC=C1)(C1=CC=CC=C1)C(C)(C)C)(OC(O2)(C)C)C(C)(C)C)=O)(F)F tert-butyl((3aR,4R,7S,7aR)-4-(((tert-butyldiphenylsilyl)oxy)methyl)-2,2-dimethyltetrahydro-4H-[1,3]dioxolo[4,5-c]pyran-7-yl) (6-(trifluoromethyl)pyrazin-2-yl)carbamate